rac-Benzyl 3-({[1-(trifluoromethyl)cyclopropyl]methoxy}methyl)[1,4'-bipiperidine]-1'-carboxylate FC(C1(CC1)COC[C@H]1CN(CCC1)C1CCN(CC1)C(=O)OCC1=CC=CC=C1)(F)F |r|